[Si](C1=CC=CC=C1)(C1=CC=CC=C1)(C(C)(C)C)OCOC(=O)N1CCOCC(C1)=O ((tert-butyldiphenylsilyl)oxy)methyl-6-oxo-1,4-oxazepane-4-carboxylate